5-(2-(2,5-difluorophenyl)pyrrolidin-1-yl)pyrazolol FC1=C(C=C(C=C1)F)C1N(CCC1)C1=CC(=NN1)O